CC(C)(SSCCC(NCC(NCC(NCC(NCC)=O)=O)=O)=O)C 2,2-dimethyl-7,10,13,16-tetraoxo-3,4-dithia-8,11,14,17-tetraazanonadecane